(2S,4S)-4-(7-bromo-6-fluoro-8-iodo-4-(methylsulfanyl)-1H-[1,2,3]triazolo[4,5-c]quinolin-1-yl)-2-(2-(tert-butoxy)-2-oxoethyl)piperidine-1-carboxylic acid tert-butyl ester C(C)(C)(C)OC(=O)N1[C@@H](C[C@H](CC1)N1N=NC=2C(=NC=3C(=C(C(=CC3C21)I)Br)F)SC)CC(=O)OC(C)(C)C